(S)-N'-((8-fluoro-1,2,3,5,6,7-hexahydro-s-indacen-4-yl)carbamoyl)-3,3-dimethyl-2,3-dihydropyrazolo[5,1-b]oxazole-7-sulfonimidamide FC=1C=2CCCC2C(=C2CCCC12)NC(=O)N=[S@@](=O)(N)C=1C=NN2C1OCC2(C)C